1-(2-chloro-4,6-difluorophenyl)-acetone ClC1=C(C(=CC(=C1)F)F)CC(=O)C